O=C1NCC(CC1NC(OC(C)(C)C)=O)C1=C(C(=CC=C1F)F)F Tert-butyl (2-oxo-5-(2,3,6-trifluorophenyl)piperidin-3-yl)carbamate